1-[2-(2,6-dioxo-3-piperidinyl)-1,3-dioxo-isoindolin-5-yl]piperidine-4-carboxylic acid O=C1NC(CCC1N1C(C2=CC=C(C=C2C1=O)N1CCC(CC1)C(=O)O)=O)=O